methyl 4-bromo-2-fluoro-6-((4-methoxybenzyl)thio)benzoate BrC1=CC(=C(C(=O)OC)C(=C1)SCC1=CC=C(C=C1)OC)F